C(#N)C=1C=CC(=C2CC[C@H](C12)OC)OC1CCC(CC1)NC(OC(C)(C)C)=O tert-butyl N-((1r,4r)-4-((7-cyano-1-methoxy-2,3-dihydro-1H-inden-4-yl)oxy)cyclohexyl)carbamate